CC1=CSC2=C1C(=NC=C2)N[C@H]2CN(CCC2)C(=O)OC(C)(C)C tert-butyl (3R)-3-[(3-methylthieno[3,2-c]pyridin-4-yl)amino]piperidine-1-carboxylate